glycidyl-aminoguanidine phosphate P(=O)(O)(O)O.C(C1CO1)N(C(=N)N)N